tert-butyl(1-oxo-1-((4-((2-(trifluoromethyl)benzyl)oxy)benzyl)amino)buta-2-yl)carbamate C(C)(C)(C)OC(NC(C(NCC1=CC=C(C=C1)OCC1=C(C=CC=C1)C(F)(F)F)=O)CC)=O